1,4-butylendiamine C(CCCN)N